5-amino-1-((3aR,4R,6R,6aR)-6-(hydroxymethyl)-2,2-dimethyltetrahydrofuro[3,4-d][1,3]dioxol-4-yl)-1H-imidazole-4-carboxamide NC1=C(N=CN1[C@@H]1O[C@@H]([C@H]2OC(O[C@H]21)(C)C)CO)C(=O)N